C(CC)C(C(=O)OCC=C)CCCCC(=O)[O-] allyl propylpimelate